5-(8-(3,3-difluoro-4-(4-methoxyphenyl)pyrrolidin-1-yl)imidazo[1,2-b]pyridazin-6-yl)pyrimidine-2,4(1H,3H)-dione FC1(CN(CC1C1=CC=C(C=C1)OC)C=1C=2N(N=C(C1)C=1C(NC(NC1)=O)=O)C=CN2)F